BrC1=CC(=C(C(=O)OC)C=C1F)NC1=C(C(=C(C=C1)F)F)CN(CCC1=NC(=CC=C1[N+](=O)[O-])OC)C(=O)OC(C)(C)C methyl 4-bromo-2-((2-(((tert-butoxycarbonyl)(2-(6-methoxy-3-nitropyridin-2-yl)ethyl)amino)methyl)-3,4-difluorophenyl)-amino)-5-fluorobenzoate